FC1([C@@H](O[C@H]2[C@H]1OP(OC2)(=O)N[C@@H](C(=O)OC(C)C)C)N2C(N=C(C=C2)NC(C(CCC)CCC)=O)=O)F Isopropyl (2R)-2-[[(4aR,6R,7aR)-7,7-difluoro-2-oxo-6-[2-oxo-4-(2-propylpentanoylamino)pyrimidin-1-yl]-4,4a,6,7a-tetrahydrofuro[3,2-d][1,3,2]dioxaphosphinin-2-yl]amino]propanoate